Boc-proline methyl ester COC([C@H]1N(CCC1)C(=O)OC(C)(C)C)=O